FC1(CCN(CCC1)C1=NC2=CC=C(C=C2C=C1C(=O)OC)F)F methyl 2-(4,4-difluoroazepan-1-yl)-6-fluoroquinoline-3-carboxylate